4-phenyl-N,N-dimethylbenzylamine C1(=CC=CC=C1)C1=CC=C(CN(C)C)C=C1